(8-Hydroxy-1,4-dioxo-1,4-dihydronaphthalen-2-yl)-L-serine methyl ester COC([C@@H](NC=1C(C2=C(C=CC=C2C(C1)=O)O)=O)CO)=O